C(C)(C)OC=1C=CC(=NC1)C1=NSC(=N1)NC1=C(C(=O)OC)C=CC=N1 methyl 2-((3-(5-isopropoxy-pyridin-2-yl)-1,2,4-thiadiazol-5-yl)amino)nicotinate